CC1=C(C=NC(=C1)N1N=C(C(=N1)C)CN1C[C@H](NCC1)C=1C(=C2COC(C2=CC1)=O)C)C#N (R)-4-methyl-6-(4-methyl-5-((3-(4-methyl-1-oxo-1,3-dihydroisobenzofuran-5-yl)piperazin-1-yl)methyl)-2H-1,2,3-triazol-2-yl)pyridine-3-carbonitrile